9-fluoro-7-((4-(2-methyl-6-(methylcarbamoyl)pyridin-3-yl)piperazin-1-yl)methyl)thieno[2,3-c]quinolin-4(5H)-one FC=1C=2C3=C(C(NC2C=C(C1)CN1CCN(CC1)C=1C(=NC(=CC1)C(NC)=O)C)=O)SC=C3